2-(1-benzhydrylazetidin-3-ylidene)-2-fluoroethan-1-ol C(C1=CC=CC=C1)(C1=CC=CC=C1)N1CC(C1)=C(CO)F